[4-({3,3-dimethyl-2-oxo-1H-pyrrolo[3,2-b]pyridin-5-yl}methyl)-3,5-dimethylphenyl]-2,2,2-trifluoroacetamide CC1(C(NC=2C1=NC(=CC2)CC2=C(C=C(C=C2C)NC(C(F)(F)F)=O)C)=O)C